C(C(C)C)(=O)OOC(CC(C)O)(C)C 1,1-dimethyl-3-hydroxybutyl 1-peroxyisobutyrate